5-(1-methyl-1H-pyrazol-3-yl)-1-oxo-1,3-dihydro-2H-isoindol CN1N=C(C=C1)C=1C=C2CNC(C2=CC1)=O